C(C)(C)(C)OC(=O)N/C(/N1[C@@H](C[C@@H](C1)O)C1=NC(=NO1)C1=CC(=C(C=C1)OCCCCCCCC)C(F)(F)F)=N\C(OC(C)(C)C)=O tert-butyl ((E)-((tert-butoxycarbonyl)amino)-((2S,4S)-4-hydroxy-2-(3-(4-(octyloxy)-3-(trifluoromethyl)phenyl)-1,2,4-oxadiazol-5-yl)pyrrolidin-1-yl)methylene)carbamate